[Si](C)(C)(C(C)(C)C)OC1(OC1)C1=C(C=C(C=C1OC)OC)O 2-[2-[tert-butyl(dimethyl)silyl]oxyoxiran-2-yl]-3,5-dimethoxy-phenol